OCCC(C(=O)N)CCCCCCCCCC hydroxyethyl-lauric acid amide